5-Benzyl 1-(tert-butyl) ((((S)-1,5-di-tert-butoxy-1,5-dioxopentan-2-yl)oxy)carbonyl)-L-glutamate C(C)(C)(C)OC([C@H](CCC(=O)OC(C)(C)C)OC(=O)N[C@@H](CCC(=O)OCC1=CC=CC=C1)C(=O)OC(C)(C)C)=O